[Zn].[Fe].ClC=1C(=C(C=CC1)[C@@H]1N(OCC1)C1=CC(=NC=N1)NC=1C(=CC(=C(C1)NC(C=C)=O)N1CCC(CC1)N1C[C@H](OCC1)C)OC)F N-(5-((6-((R)-3-(3-chloro-2-fluorophenyl)isoxazolidine-2-yl)pyrimidine-4-yl)amino)-4-methoxy-2-(4-((R)-2-methylmorpholino)piperidine-1-yl)phenyl)acrylamide iron-zinc